(R)-3-(4-amino-2-oxo-3-(4-phenoxyphenyl)-2,3-dihydro-1H-imidazo[4,5-c]pyridin-1-yl)piperidine-1-carboxylic acid tert-butyl ester C(C)(C)(C)OC(=O)N1C[C@@H](CCC1)N1C(N(C=2C(=NC=CC21)N)C2=CC=C(C=C2)OC2=CC=CC=C2)=O